Bistetrazole-disodium salt [Na].[Na].N1N=NN=C1.N1N=NN=C1